2,6-dimethyl-7-octene CC(C)CCCC(C=C)C